C(C=C)(=O)N1[C@@H](C[C@H](CC1)N1N=NC=2C(=NC=3C(=C(C(=CC3C21)C)C2=CC=C(C=C2)F)F)N2CC(C2)(C)N(C)C)CC#N 2-((2S,4S)-1-acryloyl-4-(4-(3-(dimethylamino)-3-methylazetidin-1-yl)-6-fluoro-7-(4-fluorophenyl)-8-methyl-1H-[1,2,3]triazolo[4,5-c]quinolin-1-yl)piperidin-2-yl)acetonitrile